5,5'-[1,4-phenylenebis(1,3,4-oxadiazole-5,2-diyl)]bis-1,3-isobenzofurandione C1(=CC=C(C=C1)C1=NN=C(O1)C=1C=C2C(OC(C2=CC1)=O)=O)C1=NN=C(O1)C=1C=C2C(OC(C2=CC1)=O)=O